C(C)(C)(C)OC(NC/C(=C\F)/COC=1C=NC(=NC1)N1CCC2(CC(NC2)=O)CC1)=O N-[(E)-3-fluoro-2-[[2-(3-oxo-2,8-diazaspiro[4.5]dec-8-yl)pyrimidin-5-yl]oxymethyl]allyl]carbamic acid tert-butyl ester